(4-bromo-5-fluoro-3-methyl-2-oxo-benzoimidazol-1-yl)piperidine-2,6-dione BrC1=C(C=CC=2N(C(N(C21)C)=O)N2C(CCCC2=O)=O)F